NCCNC1=CC(=CC(=N1)N1C(C2=CC(=CC(=C2C1)C(F)(F)F)CN1C[C@H](CCC1)C)=O)C1(COC1)CC1=NN=CN1C (S)-2-(6-((2-aminoethyl)amino)-4-(3-((4-methyl-4H-1,2,4-triazol-3-yl)methyl)oxetan-3-yl)pyridin-2-yl)-6-((3-methylpiperidin-1-yl)methyl)-4-(trifluoromethyl)isoindolin-1-one